tert-butyl (S)-8-(((2S,3R)-3-(benzyloxy)-1-(methylamino)-1-oxobutan-2-yl)carbamoyl)-6-(oxazol-5-ylmethyl)-2,6-diazaspiro[3.4]octane-2-carboxylate C(C1=CC=CC=C1)O[C@@H]([C@@H](C(=O)NC)NC(=O)[C@@H]1CN(CC12CN(C2)C(=O)OC(C)(C)C)CC2=CN=CO2)C